ON1N(C=CC1)C1=CC=C(C=C1)CC1=CC=CC=C1 N'-hydroxy-4-(1H-pyrazol-1-yl)phenyltoluene